6-(4-chlorophenyl)-N-[(1S,2S)-2-hydroxycyclopentyl]-3-oxo-2-(pyridin-3-yl)-2,3-dihydropyridazine-4-carboxamide ClC1=CC=C(C=C1)C=1C=C(C(N(N1)C=1C=NC=CC1)=O)C(=O)N[C@@H]1[C@H](CCC1)O